CC1=C(OC2=CC(=NC=C2)N)C=CC(=C1C)[N+](=O)[O-] 4-(2,3-dimethyl-4-nitrophenoxy)pyridin-2-amine